ClC=1C=C2N(C(C=3N(C2=CC1)C=CN3)=O)C3=C(C=CC=C3)F 7-Chloro-5-(2-fluorophenyl)imidazo[1,2-a]quinoxalin-4(5H)-one